[N+](=O)([O-])C1=CC=2C(=CON2)C=C1 6-Nitro-2,1-benzisoxazole